(E)-5-chloro-3-(difluoromethyl)-1-ethyl-4-(prop-1-en-1-yl)-1H-pyrazole ClC1=C(C(=NN1CC)C(F)F)\C=C\C